4-((1S,7S,8S)-8-fluoro-5-oxa-2-azabicyclo[5.1.0]octan-2-yl)-2-(((2R,7aS)-2-fluorotetrahydro-1H-pyrrolizin-7a(5H)-yl)methoxy-d2)-8-methylpyrido[4,3-d]pyrimidin F[C@H]1[C@@H]2COCCN([C@H]12)C=1C2=C(N=C(N1)OC([2H])([2H])[C@]13CCCN3C[C@@H](C1)F)C(=CN=C2)C